N1=CC=C(C=C1)N1CCN(CC1)CC1=NC2=C(N1)C=CC=C2 2-[[4-(4-pyridyl)piperazin-1-yl]methyl]-1H-benzimidazole